Cl.Cl.[C@H]12CN(C[C@H](CC1)N2)C2=NC(=NC1=C(C(=C(C=C21)Cl)C2=CC(=CC1=CC=CC=C21)O)F)SCCCN(C)C (S or R)-4-(4-((1R,5S)-3,8-diazabicyclo[3.2.1]octan-3-yl)-6-chloro-2-((3-(dimethylamino)propyl)thio)-8-fluoroquinazolin-7-yl)naphthalen-2-ol dihydrochloride